N[C@H](C(C(=O)OC)O)C[C@H]1C(N[C@@H](C1)C)=O Methyl (3S)-3-amino-2-hydroxy-4-((3R,5R)-5-methyl-2-oxopyrrolidin-3-yl)butanoate